cis-2-butene-1,4-diol carbonate C(O)(=O)OC\C=C/CO